2-(1-((tert-butyldimethylsilyl)oxy)cyclopropyl)-3-chloro-4-iodopyridine [Si](C)(C)(C(C)(C)C)OC1(CC1)C1=NC=CC(=C1Cl)I